CC1(CC1)N1C(C2=C(C(=C1)C(=O)OC)NC=C2)=O methyl 5-(1-methylcyclopropyl)-4-oxo-1H,4H,5H-pyrrolo[3,2-c]pyridine-7-carboxylate